C(C)(=O)N1CC[C@@H]2N(C([C@H](C1)N)=O)[C@@H](CC2)C(=O)N2C1(CC1)CC(C2)C2=CC=CC=C2 (5S,8S,10aR)-3-acetyl-5-amino-8-(6-phenyl-4-azaspiro[2.4]heptane-4-carbonyl)octahydropyrrolo[1,2-a][1,5]diazocin-6(1H)-one